tert-butyl (3R,5R)-3-[[3-[2-methoxy-4-(trifluoromethyl)phenyl]-4-methyl-5-oxo-1,2,4-triazin-6-yl]amino]-5-methyl-piperidine-1-carboxylate COC1=C(C=CC(=C1)C(F)(F)F)C1=NN=C(C(N1C)=O)N[C@H]1CN(C[C@@H](C1)C)C(=O)OC(C)(C)C